2-[(4,4-diethyl-2-imino-6-oxo-hexahydropyrimidin-1-yl)methyl]-N-[(1R,2R)-2-hydroxy-2-methyl-indan-1-yl]-3-methyl-cyclopropanecarboxamide C(C)C1(NC(N(C(C1)=O)CC1C(C1C)C(=O)N[C@H]1[C@](CC2=CC=CC=C12)(C)O)=N)CC